CN1CC(C(CC1)C=1SC2=C(N1)C=C(C=C2)B2OC(C(O2)(C)C)(C)C)C 2-(1,3-dimethylpiperidin-4-yl)-5-(4,4,5,5-tetramethyl-1,3,2-dioxaborolan-2-yl)benzo[d]thiazole